2-[2-[(Z)-3-(4-Methoxyphenyl)prop-2-enoyl]phenyl]acetic acid COC1=CC=C(C=C1)\C=C/C(=O)C1=C(C=CC=C1)CC(=O)O